C(C1=CC=CC=C1)N1CC=2C(N(C=3N(C2CC1)CCN3)CC3=CC(=C(C=C3)Cl)Cl)=O 7-benzyl-4-(3,4-dichlorobenzyl)-1,2,6,7,8,9-hexahydroimidazo[1,2-a]pyrido[3,4-e]pyrimidin-5(4H)-one